thiolane sulfide S1(CCCC1)=S